C(C1=CC=CC=C1)OC=1C=C2C(=C(N(C2=CC1)C1=CC(=C(C=C1)F)C)C(C)C)C=O 5-(benzyloxy)-1-(4-fluoro-3-methylphenyl)-2-isopropyl-1H-indole-3-carbaldehyde